FC1=CC=C(C=C1)C(\C=C\N(C)C)=O (E)-1-(4-fluorophenyl)-3-(dimethylamino)-2-propen-1-one